C(#N)\C=C\1/[C@@](C2=CC=C3[C@]4(CC[C@]5(CC[C@](C[C@H]5[C@@]4(CC[C@]3(C2=CC1=O)C)C)(C(=O)O)C)C)C)(C)OC (2R,4aS,6aS,9S,10E,12bR,14aS,14bR)-10-(cyanomethylene)-9-methoxy-2,4a,6a,9,12b,14a-hexamethyl-11-oxo-1,2,3,4,4a,5,6,6a,9,10,11,12b,13,14,14a,14b-hexadecahydropicene-2-carboxylic acid